Isopropyl (S)-2-((S)-acetamido-3-(1H-indol-3-yl)propanamido)-6-diazo-5-oxohexanoate C(C)(=O)N[C@@H](CC(=O)N[C@H](C(=O)OC(C)C)CCC(C=[N+]=[N-])=O)C1=CNC2=CC=CC=C12